2-[[7-fluoro-2-(hydroxymethyl)indan-5-yl]carbamoyl]pyrrolidine-1-carboxylic acid tert-butyl ester C(C)(C)(C)OC(=O)N1C(CCC1)C(NC=1C=C2CC(CC2=C(C1)F)CO)=O